CC1CN(C1)C(=O)N 3-methyl-azetidine-1-carboxamide